C1(CC1)N(C12CC(C1)(C2)C=2N=C1N(C=C(C=C1F)C=1C=C(C=3N(N1)C=C(N3)C)C)C2)C N-cyclopropyl-3-[6-(2,8-dimethylimidazo[1,2-b]pyridazin-6-yl)-8-fluoro-imidazo[1,2-a]pyridin-2-yl]-N-methyl-bicyclo[1.1.1]pentan-1-amine